BrC1=CCN(C=C1)CF 4-bromo-1-(fluoromethyl)pyridin